pelargoic acid C(CCCCCCCC)(=O)O